(1R,2S)-2-methyl-N-(2,3,6-trifluoro-4-(2-(((3S,5S)-5-fluoropiperidin-3-yl)amino)-8-isopropyl-7-oxo-7,8-dihydropyrido[2,3-d]pyrimidin-6-yl)phenyl)cyclopropane-1-carboxamide C[C@@H]1[C@@H](C1)C(=O)NC1=C(C(=C(C=C1F)C1=CC2=C(N=C(N=C2)N[C@@H]2CNC[C@H](C2)F)N(C1=O)C(C)C)F)F